N1CC(C1)NC1=NC=C(C=N1)C=1C=CC=2N(C1)C(=C(N2)CC)N(C=2SC(=C(N2)C2=CC=C(C=C2)F)C#N)C 2-((6-(2-(azetidin-3-ylamino)pyrimidin-5-yl)-2-ethylimidazo[1,2-a]pyridin-3-yl)(methyl)amino)-4-(4-fluorophenyl)thiazole-5-carbonitrile